FC(C=1C(N(C=C(C1)CCN(C)C)C(C(=O)N[C@@H](CC(=O)OCC)C=1C=C(C=C(C1F)C)C1=C(C=C(C=C1C)C)C)CC(C)C)=O)F Ethyl (3S)-3-(2-(3-(difluoromethyl)-5-(2-(dimethylamino)ethyl)-2-oxopyridin-1(2H)-yl)-4-methylpentanamido)-3-(4-fluoro-2',4',5,6'-tetramethyl-[1,1'-biphenyl]-3-yl)propanoate